CC(CCCCCCCC1OCCCC1)CC 8-methyldecyltetrahydropyran